O1CC(CCC12OCCCC2)O 1,7-dioxaspiro[5.5]undecane-3-ol